tert-butyl (1R,2S,3S,5S)-2-fluoro-3-([3-[2-(methoxymethoxy)-4-(5-methyl-1,2,4-oxadiazol-3-yl)phenyl]-1,2,4-triazin-6-yl](methyl)amino)-8-azabicyclo[3.2.1]octane-8-carboxylate F[C@@H]1[C@H]2CC[C@@H](C[C@@H]1N(C)C1=CN=C(N=N1)C1=C(C=C(C=C1)C1=NOC(=N1)C)OCOC)N2C(=O)OC(C)(C)C